Saccharin sodium salt hydrate O.[Na].S1(=O)(=O)NC(=O)C2=CC=CC=C12